1-methyl-4-phenyl-1H-1,2,3-triazole-5-carboxamide CN1N=NC(=C1C(=O)N)C1=CC=CC=C1